5-(trifluoromethyl)-1H-pyrrole-2-carboxamide FC(C1=CC=C(N1)C(=O)N)(F)F